4-oxo-4-(4-propyl-phenyl)-butyric acid O=C(CCC(=O)O)C1=CC=C(C=C1)CCC